ClC=1C(=C(C=C(C1)Cl)NC(=O)NC1=CC(=NC=C1)F)CCO 1-[3,5-dichloro-2-(2-hydroxyethyl)phenyl]-3-(2-fluoropyridin-4-yl)urea